O(C1=CC=CC=C1)C(=O)NC1=CC=C(C=C1)C1CCC(CC1)NC(OC(C)(C)C)=O tert-butyl (4-(4-((phenoxycarbonyl)amino) phenyl) cyclohexyl)carbamate